CC1=C(C(=O)O)C=C(C=C1C)C 2-methyl-3,5-dimethylbenzoic acid